COC1=CC=C2C=NN(C2=C1N(S(=O)(=O)C=1C=NC(=CC1)C1=NN(C(=C1)C(F)(F)F)C)C)C N-(6-METHOXY-1-METHYL-1H-INDAZOL-7-YL)-N-METHYL-6-(1-METHYL-5-(TRIFLUOROMETHYL)-1H-PYRAZOL-3-YL)PYRIDINE-3-SULFONAMIDE